(S)-3,3,3-trifluoro-N-(2-fluoro-5-(8-methyl-7-oxo-2-(piperidin-3-ylamino)-7,8-dihydro-pyrido[2,3-d]pyrimidin-6-yl)naphthalen-1-yl)-propane-1-sulfonamide FC(CCS(=O)(=O)NC1=C(C=CC2=C(C=CC=C12)C1=CC2=C(N=C(N=C2)N[C@@H]2CNCCC2)N(C1=O)C)F)(F)F